[1,2,5]Thiadiazole-4-aldehyde S1N=CC(=N1)C=O